OC(=CC=CC(=O)O)C=CC=CC=CC(CCCCCC(CC)O)O 5,12,18-TriHydroxyEicosapentaenoic Acid